(S)-N-(6-(benzylsulfanyl)pyridin-3-yl)-2-(methylamino)-3-phenylpropanamide hydrochloride Cl.C(C1=CC=CC=C1)SC1=CC=C(C=N1)NC([C@H](CC1=CC=CC=C1)NC)=O